(3R)-3-[(2S)-3-(6-bromobenzo[d]isoxazol-3-yl)-1-(tert-butoxy)-1-oxopropane-2-yl]pyrrolidine-1-carboxylic acid tert-butyl ester C(C)(C)(C)OC(=O)N1C[C@H](CC1)[C@@H](C(=O)OC(C)(C)C)CC1=NOC2=C1C=CC(=C2)Br